6-[4-[(2-cyanoacetyl)-methyl-amino]-3-methyl-phenyl]-N-[(2-methyl-3-pyridyl)methyl]pyridine-3-carboxamide C(#N)CC(=O)N(C1=C(C=C(C=C1)C1=CC=C(C=N1)C(=O)NCC=1C(=NC=CC1)C)C)C